CC1=CC=C(C=C1)B1OC(C)(C)C(C)(C)O1 4-methylbenzeneboronic acid pinacol ester